C[C@@H]1CN(C[C@H](N1C)C)C(=O)OCC1=CC=CC=C1 benzyl (3R,5R)-3,4,5-trimethylpiperazine-1-carboxylate